(S)-ethyl 1-(4-aminobenzoyl)piperidine-3-carboxylate NC1=CC=C(C(=O)N2C[C@H](CCC2)C(=O)OCC)C=C1